4-(methoxy)benzamide COC1=CC=C(C(=O)N)C=C1